3,6-dimethyl-cyclohexen-2-one CC1C(C=C(CC1)C)=O